2,2'-bipyridinedicarboxylate N1=C(C(=C(C=C1)C(=O)[O-])C(=O)[O-])C1=NC=CC=C1